NC1CN(CCCC1)C1=NN(CC2=CC=CC=C12)C1CCCCC1 4-(3-aminoazepan-1-yl)-2-cyclohexylphthalazin